(S)-N-[(1R)-1-(4-bromophenyl)-2-[(tert-butyldimethylsilyl)oxy]ethyl]-2-methylpropane-2-sulfinamide BrC1=CC=C(C=C1)[C@H](CO[Si](C)(C)C(C)(C)C)N[S@@](=O)C(C)(C)C